C1(CC1)C(=O)NC1=CC(=C(C(=O)N2C(CN(CC2)C(=O)OC(C)(C)C)C2=CC=C(C=C2)F)C=C1)N1CCCC1 tert-butyl 4-[4-(cyclopropanecarbonylamino)-2-pyrrolidin-1-ylbenzoyl]-3-(4-fluorophenyl)piperazine-1-carboxylate